C(C)OC(=O)C1=CNC=2C(N(C=3C=CC=CC3C21)C(C)C)=O 5-isopropyl-4-oxo-4,5-dihydro-3H-pyrrolo[2,3-c]quinoline-1-carboxylic acid ethyl ester